2-(2-cyclopropyl-2-oxoethyl)-4H-benzo[d][1,3]oxathiin-4-one C1(CC1)C(CC1OC(C2=C(S1)C=CC=C2)=O)=O